ClC1=CC=C2C(=C1)NC(C21N(C(C=2N=C(N(C21)C(C)C)C=2C(=NC(=NC2)OC)OC)=O)C2=CC(=C(C=C2)OC)Cl)=O 6-chloro-5'-(3-chloro-4-methoxyphenyl)-2'-(2,4-dimethoxypyrimidin-5-yl)-3'-isopropyl-3'H-spiro[indoline-3,4'-pyrrolo[3,4-d]imidazole]-2,6'(5'H)-dione